octyl dithiodibutenate C(C=CCSSCC=CC(=O)[O-])(=O)OCCCCCCCC